N1=CC=CC=2CCC/C(/C12)=N\NC(=S)N1CC2(C1)CN(C2)C2=NC=CC(=C2)OC (E)-N'-(6,7-dihydroquinolin-8(5H)-ylidene)-6-(4-methoxypyridin-2-yl)-2,6-diazaspiro[3.3]heptane-2-thiohydrazide